ClC1=C(C=CC=C1)C1(CC(=C(C=C1)N)F)N 1-(2-chlorophenyl)-3-fluorobenzene-1,4-diamine